(R)-6-chloro-3-((1-(2-(4-(5-cyano-3-methylpyridin-2-yl)piperidin-1-yl)-3,6-dimethyl-4-oxo-3,4-dihydroquinazolin-8-yl)ethyl)amino)-N-(methylsulfonyl)picolinamide ClC1=CC=C(C(=N1)C(=O)NS(=O)(=O)C)N[C@H](C)C=1C=C(C=C2C(N(C(=NC12)N1CCC(CC1)C1=NC=C(C=C1C)C#N)C)=O)C